copper-HCl Cl.[Cu]